BrCCCCCNC(=O)[O-] [(5-Bromopentyl)amino]methanoate